3-(3-bromophenylethyl)-1-(tert-butyl)-1H-pyrazol-5-amine BrC=1C=C(C=CC1)CCC1=NN(C(=C1)N)C(C)(C)C